C1(CCC1)[C@@H](C)NC1=NC=C(C(=N1)N[C@H]1C[C@H]([C@@H](CC1)C)O)C(=O)N 2-((R)-1-cyclobutylethylamino)-4-((1R,3R,4R)-3-hydroxy-4-methylcyclohexylamino)pyrimidine-5-carboxamide